C(C)NC(=O)NC1=CC=C(C=N1)C1=CN=C2N1C=C(N=C2C)C(=O)N(C)C2=CC(=C(C=C2)F)OC 3-[6-(ethylcarbamoylamino)-3-pyridyl]-N-(4-fluoro-3-methoxy-phenyl)-N,8-dimethyl-imidazo[1,2-a]pyrazine-6-carboxamide